N-Boc-3-oxoazetidine C(=O)(OC(C)(C)C)N1CC(C1)=O